BrC1=C2C=C(N=CC2=C2C(=C1)C(CC2)N2C(=NN=C2)N(CC2=C(C=C(C=C2)OC)OC)CC2CC2)Cl 4-(5-bromo-3-chloro-8,9-dihydro-7H-cyclopenta[h]isoquinolin-7-yl)-N-(cyclopropylmethyl)-N-[(2,4-dimethoxyphenyl)methyl]-1,2,4-triazol-3-amine